FC1=C(C=C(C(=C1)C1=NC(=CC=C1)OCC=1SC(=CN1)C=1C=NN(C1)C)F)CC=1N(C2=C(N1)C=CC(=C2)C(=O)OC)C[C@H]2OCC2 Methyl 2-[[2,5-difluoro-4-[6-[[5-(1-methylpyrazol-4-yl)thiazol-2-yl]methoxy]-2-pyridyl]phenyl]methyl]-3-[[(2S)-oxetan-2-yl]methyl]benzimidazole-5-carboxylate